(1S,2S)-2-fluoro-N-(2-(2-hydroxy-4,6-dimethoxypyrimidin-5-yl)-1-methyl-1H-pyrrolo[2,3-c]pyridin-5-yl)cyclopropane-1-carboxamide F[C@@H]1[C@@H](C1)C(=O)NC=1C=C2C(=CN1)N(C(=C2)C=2C(=NC(=NC2OC)O)OC)C